Cl.NC[C@H]1CN(C(O1)=O)C1=CC=C(C=C1)N1C(COCC1)=O 4-{4-[(5S)-5-(aminomethyl)-2-oxo-1,3-oxazolidin-3-yl]-phenyl}morpholin-3-one hydrochloride